1-[(2S)-3-[bis(4-methoxyphenyl)-phenyl-methoxy]-2-hydroxy-propyl]pyrimidine-2,4-dione COC1=CC=C(C=C1)C(OC[C@H](CN1C(NC(C=C1)=O)=O)O)(C1=CC=CC=C1)C1=CC=C(C=C1)OC